6-chloro-5-(methylthio)pyrimidine-2,4-diamine ClC1=C(C(=NC(=N1)N)N)SC